FC=1C=CC=C2C(=C(N(C12)CCOCCO)C1=CC=NN1)C#N 7-fluoro-1-(2-(2-hydroxyethoxy)ethyl)-2-(1H-pyrazol-5-yl)-1H-indole-3-carbonitrile